C1(=CC=CC=C1)C(=NNC1=CC=C(C=C1)C(F)(F)F)C1=CC=CC=C1 1-diphenylmethylene-2-(4-trifluoromethylphenyl)hydrazine